[Sn].[Zn].[Cu].OC1=CC=C(C=C1)C1C(OC2=CC=CC=C2C1)=O (4-hydroxyphenyl)-chroman-2-on copper zinc tin